1-(pyridin-2-yl)piperidin-4-yl-5,6-dihydro-4H-[1,2,4]triazolo[4,3-a][1]benzazepin-5-yl-2-methylpropanamide N1=C(C=CC=C1)N1CCC(CC1)CC(C(=O)N)(C)C1CC=2N(C3=C(C1)C=CC=C3)C=NN2